Hexahydro-2H-benzo[d][1,3]oxazine-2,4(1H)-dione N1C(OC(C2C1CCCC2)=O)=O